FC1CC2(CN(C2)C(=O)C=2C=NN3C2C=CC=C3C3=CC=C2CNC(C2=C3)=O)C1 6-(3-(6-fluoro-2-azaspiro[3.3]heptane-2-carbonyl)pyrazolo[1,5-a]pyridin-7-yl)isoindolin-1-one